COS(=O)(=O)S(=O)(=O)S(=O)(=O)[O-] methylsulfonyl-disulfonate